ClC1=CC=C(C(=N1)OCCCN)[N+](=O)[O-] 3-[(6-chloro-3-nitropyridin-2-yl)oxy]propan-1-amine